Cl.CSC1CNC1 3-(methylsulfanyl)azetidine hydrochloride